[3-(p-{(1R,3R)-Dispiro[cyclohexane-1,3'-[1,2,4]trioxolane-5',2''-tricyclo[3.3.1.13,7]decan]-3-yl}phenoxy)propyl]-tetrahydro-2H-pyran-4-ylamine C12C3(C4CC(CC(C1)C4)C2)O[C@]2(OO3)C[C@@H](CCC2)C2=CC=C(OCCCNC3CCOCC3)C=C2